(R)-6-chloro-5-difluoromethyl-N-(1-methylpiperidin-3-yl)pyridazin-3-amine ClC1=C(C=C(N=N1)N[C@H]1CN(CCC1)C)C(F)F